2-(4-Isobutyl-phenyl)-N-(4-oxo-2-pyrrolidin-1-yl-4H-quinazolin-3-yl)-propionamide C(C(C)C)C1=CC=C(C=C1)C(C(=O)NN1C(=NC2=CC=CC=C2C1=O)N1CCCC1)C